CN(CCN(CCN(C)C)CCN(C)C)C tris[2-(dimethylamino)-ethyl]amine